C(C)(=O)O[C@H]([C@@H](CNC(=O)C1(CC1)C1=CC=CC=C1)OC(C)=O)[C@@H]1O[C@@](C[C@@H]([C@H]1NC(COC(C)=O)=O)OC(C)=O)(SC1=CC=C(C=C1)C)C(=O)OC (1R,2R)-1-((2R,3R,4S,6S)-4-acetoxy-3-(2-acetoxyacetamido)-6-(methoxycarbonyl)-6-(p-tolylthio)tetrahydro-2H-pyran-2-yl)-3-(1-phenylcyclopropane-1-carboxamido)propane-1,2-diyl diacetate